BrC1=CC2=C(NC=N2)C=C1C(=O)OC methyl 5-bromo-1H-benzo(d)imidazole-6-carboxylate